(R)-2-m-methylphenyl-1,5-pentanediol CC=1C=C(C=CC1)[C@H](CO)CCCO